BrC=1C=CC(=C(C1)O)C1=NN=C(C2=CC(=CC=C12)C)NC1CN(CCC1)C 5-bromo-2-(6-methyl-4-((1-methylpiperidin-3-yl)amino)phthalazin-1-yl)phenol